NC=1N(C=CN1)CCNC(=O)O[C@H]1[C@H](N(C[C@@H]1OC(=O)OC(C)(C)C)C(=O)OC(C)(C)C)CC1=CC=C(C=C1)OC tert-butyl (2R,3S,4S)-3-({[2-(2-aminoimidazol-1-yl)ethyl]carbamoyl}oxy)-4-[(tert-butoxycarbonyl)oxy]-2-[(4-methoxyphenyl)methyl]pyrrolidine-1-carboxylate